FC1=CC=C(C=C1)C1(CCCC1)C(CN)N 1-[1-(4-fluorophenyl)cyclopentyl]-1,2-ethanediamine